O=C1N(CCC(N1)=O)N1C(C2=CC=C(C=C2C1)CN1CCC(CC1)C=1SC2=C(N1)C=C(C(=C2)NC(C2=NC(=CC=C2)C(F)(F)F)=O)C(C)(C)O)=O N-(2-(1-((2-(2,4-dioxotetrahydropyrimidin-1(2H)-yl)-1-oxoisoindolin-5-yl)methyl)piperidin-4-yl)-5-(2-hydroxypropan-2-yl)benzo[d]thiazol-6-yl)-6-(trifluoromethyl)picolinamide